C1CCC2=C(C=3CCCC3C=C12)NC(=O)NS(=O)(=O)\C=C\[C@@H]1N(CCC1)CC(F)(F)F (R,E)-N-((1,2,3,5,6,7-Hexahydro-s-indacen-4-yl)carbamoyl)-2-(1-(2,2,2-Trifluoroethyl)pyrrolidin-2-yl)ethen-1-sulfonamid